4-bromo-N-(3-bromo-1-((2-(trimethylsilyl)ethoxy)methyl)-1H-pyrazol-5-yl)butanamide BrCCCC(=O)NC1=CC(=NN1COCC[Si](C)(C)C)Br